2-((2S)-1-acryloyl-4-(4-chloro-2'-(((S)-1-methylpyrrolidin-2-yl)methoxy)-5',8'-dihydro-6'H-spiro[indene-1,7'-quinazolin]-4'-yl)piperazin-2-yl)acetonitrile C(C=C)(=O)N1[C@H](CN(CC1)C1=NC(=NC=2CC3(CCC12)C=CC1=C(C=CC=C13)Cl)OC[C@H]1N(CCC1)C)CC#N